FC(C=1C=C(C=C(C1)C(F)(F)F)C1=NN(C=N1)\C=C/1\C(N(C(N1CC(=O)OC(C)(C)C)=O)C)=O)(F)F tert-butyl (Z)-2-(5-((3-(3,5-bis(trifluoromethyl)phenyl)-1H-1,2,4-triazol-1-yl)methylene)-3-methyl-2,4-dioxoimidazolin-1-yl)acetate